1,1-bis(p-methoxyphenyl)thiourea COC1=CC=C(C=C1)N(C(=S)N)C1=CC=C(C=C1)OC